3-(2-methyl-5-((7-(4-morpholinopiperidin-1-yl)heptyl)amino)-4-oxoquinazolin-3(4H)-yl)piperidine-2,6-dione CC1=NC2=CC=CC(=C2C(N1C1C(NC(CC1)=O)=O)=O)NCCCCCCCN1CCC(CC1)N1CCOCC1